(Racemic)-4-(2-Methoxyphenyl)-6-methyl-N-(6-(tetrahydro-2H-pyran-2-yl)thiazolo[4,5-b]pyridin-2-yl)nicotinamide COC1=C(C=CC=C1)C1=CC(=NC=C1C(=O)NC=1SC=2C(=NC=C(C2)[C@@H]2OCCCC2)N1)C |r|